Tert-butyl (±)-rel-(1R,2R,5S)-2-(((tert-butyldimethylsilyl)oxy)methyl)-3,8-diazabicyclo[3.2.1]octane-8-carboxylate [Si](C)(C)(C(C)(C)C)OC[C@H]1[C@H]2CC[C@@H](CN1)N2C(=O)OC(C)(C)C |r|